COC=1C=C(C=CC1OCC1=CSC=C1)NC1=C(C=2N=C(C=NC2C=C1)N1CCOCC1)C#N 6-((3-methoxy-4-(thiophen-3-ylmethoxy)phenyl)-amino)-3-morpholinoquinoxaline-5-carbonitrile